C1(CC1)N1C(C2=CC(=CC=C2C(=C1)F)NC1(CN(C1)C(C=C)=O)C1=C(C(=CC=C1F)Cl)Cl)=O 2-cyclopropyl-7-{[3-(2,3-dichloro-6-fluorophenyl)-1-(prop-2-enoyl)azetidin-3-yl]amino}-4-fluoroisoquinolin-1-one